(R)-3-amino-3-(4-(ethylsulfonyl)phenyl)propionitrile hydrochloride Cl.N[C@H](CC#N)C1=CC=C(C=C1)S(=O)(=O)CC